butyl 3-piperazin-1-ylpropanoate N1(CCNCC1)CCC(=O)OCCCC